tert-Butyl 2-((((9H-fluoren-9-yl)methoxy) carbonyl)amino)-4-(3-(trifluoromethyl) phenyl)butanoate C1=CC=CC=2C3=CC=CC=C3C(C12)COC(=O)NC(C(=O)OC(C)(C)C)CCC1=CC(=CC=C1)C(F)(F)F